C(#N)C(=CC=1C=C(C=CC1)CCOC(=O)N[C@@H](CC1=CC=C(C=C1)C)B(O)O)C(=O)N(CC)CC (R)-(1-(((3-(2-cyano-3-(diethylamino)-3-oxoprop-1-en-1-yl)phenylethoxy)carbonyl)Amino)-2-(p-tolyl)ethyl)boronic acid